(1R,3S,5R)-2-(2-(3-acetyl-2-methyl-5-(2-methylpyrimidin-5-yl)-1H-indol-1-yl)acetyl)-N-(6-bromo-3-methylpyridin-2-yl)-5-methyl-2-azabicyclo[3.1.0]hexane-3-carboxamide C(C)(=O)C1=C(N(C2=CC=C(C=C12)C=1C=NC(=NC1)C)CC(=O)N1[C@@H]2C[C@@]2(C[C@H]1C(=O)NC1=NC(=CC=C1C)Br)C)C